N1C(=NC2=C1C=CC=C2)CNC2=NC(=NN1C2=NC=C1Br)N1CCNCC1 N-[(1H-benzimidazol-2-yl)methyl]-7-bromo-2-(piperazin-1-yl)imidazo[2,1-f][1,2,4]triazin-4-amine